ClC1=C(C=C(C=C1)C1=CN(C(C=C1)=O)C(C)C)C[C@@H](C(=O)NC1=CC(=C(C=C1)C=1N(C=NC1)C)F)NC(OC(C)(C)C)=O tert-butyl N-[(1S)-1-[[2-chloro-5-(1-isopropyl-6-oxo-3-pyridyl)phenyl]methyl]-2-[3-fluoro-4-(3-methylimidazol-4-yl)anilino]-2-oxo-ethyl]carbamate